5-[8-dimethylamino-1-[(1-methyl-cyclobutyl)-methyl]-2-oxo-8-phenyl-1,3-diazaspiro[4.5]decan-3-yl]-pyrimidine-2-carbonitrile CN(C1(CCC2(CN(C(N2CC2(CCC2)C)=O)C=2C=NC(=NC2)C#N)CC1)C1=CC=CC=C1)C